NC1=NC=2C=CC=CC2C2=C1N=C(N2CCCCN(C(OC(C)(C)C)=O)C2CCOCC2)CC tert-butyl (4-(4-amino-2-ethyl-1H-imidazo[4,5-c]quinolin-1-yl)butyl)(tetrahydro-2H-pyran-4-yl)carbamate